2-morpholino-ethan-1-amine O1CCN(CC1)CCN